C(C(=O)O)(=O)N Oxalic acid, monoamide